P(=O)(O)(O)O.O=CC(O)CO glyceraldehyde monophosphate